N-(tert-butyl)-1-phenyl-3-(difluoromethyl)-1H-1,2,4-triazole-5-amine C(C)(C)(C)NC1=NC(=NN1C1=CC=CC=C1)C(F)F